Cl.O=C1NC(CCC1N1C(C2=CC=C(C=C2C1=O)N1CCN(CC1)CC(=O)N)=O)=O 2-(4-(2-(2,6-dioxopiperidin-3-yl)-1,3-dioxoisoindolin-5-yl)piperazin-1-yl)acetamide hydrochloride